O(C1=CC=CC=C1)C(CC1=CC=CC=C1)C 2-phenoxyl-propylbenzene